NC1=NC=C(C=C1C)C 2-amino-3,5-lutidine